CC=1N=CN(C1C)CC1=CC=C(COC2=C3CN(C(C3=CC=C2)=O)C2C(NC(CC2)=O)=O)C=C1 3-(4-((4-((4,5-DIMETHYL-1H-IMIDAZOL-1-YL)METHYL)BENZYL)OXY)-1-OXOISOINDOLIN-2-YL)PIPERIDINE-2,6-DIONE